3,4,6,7,8,8a-hexahydro-1H-pyrrolo[2,1-c][1,4]oxazine C1OCCN2C1CCC2